benzyl-4-bromo-3-methylpyridin-1-ium bromide [Br-].C(C1=CC=CC=C1)[N+]1=CC(=C(C=C1)Br)C